silane compound with azide [N-]=[N+]=[N-].[SiH4]